C1(CCC(CC1)C(=O)N)C(=O)N 1,4-Cyclohexanedicarboxamide